CN(C)CC1(CC1)NC(C(C)(C1=CC(=CC=C1)F)F)=O N-(1-((dimethylamino)methyl)cyclopropyl)-2-fluoro-2-(3-fluorophenyl)propanamide